1-(2-((4-(dimethylamino) butyryl) oxy)-3-((7-(((9e,12e)-octadeca-9,12-dien-1-yl) oxy)-7-oxoheptanoyl) oxy) propyl) 7-(heptadecan-9-yl) heptanedioate C(CCCCCC(=O)OC(CCCCCCCC)CCCCCCCC)(=O)OCC(COC(CCCCCC(=O)OCCCCCCCC\C=C\C\C=C\CCCCC)=O)OC(CCCN(C)C)=O